1,1,1,3,3,3-hexafluoro-2-((4-methyl-5-(4,4,5,5-tetramethyl-1,3,2-dioxaborolan-2-yl)-1H-indazol-1-yl)methyl)propan-2-ol FC(C(C(F)(F)F)(O)CN1N=CC2=C(C(=CC=C12)B1OC(C(O1)(C)C)(C)C)C)(F)F